methyl-2,2,2-trifluoroacetic acid COC(C(F)(F)F)=O